tert-butyl (7-methoxy-1-methyl-1H-indazol-6-yl)carbamate COC=1C(=CC=C2C=NN(C12)C)NC(OC(C)(C)C)=O